C[C@@H](C(=O)N[C@H](CCC(=O)N[C@@H](CCCC[NH3+])C(=O)N[C@H](C)C(=O)N[C@H](C)C(=O)[O-])C(=O)[O-])NC(=O)[C@@H](C)O[C@H]1[C@@H]([C@H](OC([C@@H]1NC(=O)C)OP(=O)([O-])OP(=O)([O-])OC[C@@H]2[C@H]([C@H]([C@@H](O2)N3C=CC(=O)NC3=O)O)O)CO)O The molecule is trianion of UDP-N-acetylmuramoyl-L-alanyl-gamma-D-glutamyl-L-lysyl-D-alanyl-D-alanine(3-) arising from deprotonation of diphosphate and carboxy groups and protonation of the side-chain amino group of the lysyl residue; major species at pH 7.3. It is a nucleotide-sugar oxoanion and a peptide anion. It is a conjugate base of an UDP-N-acetylmuramoyl-L-alanyl-gamma-D-glutamyl-L-lysyl-D-alanyl-D-alanine.